C[Si](O[SiH](O[Si](C)(O[Si](C)(C)C)O[Si](C)(C)C)O[Si](C)(O[Si](C)(C)C)O[Si](C)(C)C)(O[Si](C)(C)C)O[Si](C)(C)C tris[methylbis(trimethylsiloxy)siloxy]silane